5,6-difluoro-4-((5S,5aS,6S,9R)-1-fluoro-5,13,14-trimethyl-5a,6,7,8,9,10-hexahydro-5H-6,9-epiminoazepino[2',1':3,4][1,4]oxazepino[5,6,7-ij][2,7]naphthyridin-2-yl)naphthalen-2-ol FC1=C2C(=CC(=CC2=CC=C1F)O)C=1N=C2C3=C(N=C(C(=C3C1F)C)C)N1[C@H]([C@@H](O2)C)[C@@H]2CC[C@H](C1)N2